C(C)N1CCN(CC1)CC=1C=CC(=NC1)NC1=NC=C(C=N1)F N-[5-[(4-ethylpiperazin-1-yl)methyl]pyridin-2-yl]-5-fluoropyrimidin-2-amine